piperidinyl-5-chloro-3-fluoro-6-(2-fluoro-4-trifluoromethylphenyl)-2-(3-methyl-[1,2,4]oxadiazol-5-yl)-pyridine N1(CCCCC1)C1=C(C(=NC(=C1Cl)C1=C(C=C(C=C1)C(F)(F)F)F)C1=NC(=NO1)C)F